O=C1NC(CCC1C1=C(C=C(CN2CCN(CC2)C(=O)NC2=CC=C(C=C2)CNC2=CC(=NC=3N2N=CC3C(C)C)N[C@H](CO)CC)C=C1)F)=O 4-(4-(2,6-dioxopiperidin-3-yl)-3-fluorobenzyl)-N-(4-(((5-(((S)-1-hydroxybutan-2-yl)amino)-3-isopropylpyrazolo[1,5-a]pyrimidin-7-yl)amino)methyl)phenyl)piperazine-1-carboxamide